7-(isoquinoline-4-yl)-5H-pyrido[4,3-b]indole C1=NC=C(C2=CC=CC=C12)C=1C=CC=2C3=C(NC2C1)C=CN=C3